O=C1NC(CC[C@@H]1C1=CC=C(C=C1)C1CCN(CC1)CC(=O)N1CCC(CC1)S(=O)(=O)NCC1(CCN(CC1)C1=CN=NC(=C1)C1=C(C=CC=C1)O)C1=CC=CC=C1)=O |r| RAC-1-(2-(4-(4-(2,6-DIOXOPIPERIDIN-3-YL)PHENYL)PIPERIDIN-1-YL)ACETYL)-N-((1-(6-(2-HYDROXYPHENYL)PYRIDAZIN-4-YL)-4-PHENYLPIPERIDIN-4-YL)METHYL)PIPERIDINE-4-SULFONAMIDE